phenyl 2-acryloxy-3-methoxybenzoate C(C=C)(=O)OC1=C(C(=O)OC2=CC=CC=C2)C=CC=C1OC